OB(CCCC[C@@]1([C@@H]2[C@H](CN1)N(CC2)CCNC)C(=O)O)O (3AS,4R,6aR)-4-(4-dihydroxyboryl-butyl)-1-(2-(methylamino)ethyl)octahydropyrrolo[2,3-c]pyrrole-4-carboxylic acid